C1N(CCC12CCN(CC2)C(=O)OC(C)(C)C)C(=O)OC2=CC=C1C(=CC=NC1=C2)NC2=CN=NC(=C2)C2=C(C=CC(=C2)Cl)F 8-tert-butyl 2-(4-{[6-(5-chloro-2-fluorophenyl)pyridazin-4-yl]amino}quinolin-7-yl) 2,8-diazaspiro[4.5]decane-2,8-dicarboxylate